ClCC1=NSC(=N1)NC(=O)C1=CSC(=C1)C1=CC(=CC=C1)OC N-(3-(chloromethyl)-1,2,4-thiadiazol-5-yl)-5-(3-methoxyphenyl)thiophene-3-carboxamide